FC(C(=O)N[C@@H]1[C@H](CNCC1)C)(CC1=CC=CC=C1)F 2,2-difluoro-N-((3S,4S)-3-methylpiperidin-4-yl)-3-phenylpropanamide